C(C)N(C=1C2=C(N=CN1)C(=CS2)C(=O)NCCC)/N=C/C=2C=CC1=C(COB1O)C2 4-[Ethyl-[(E)-(1-hydroxy-3H-2,1-benzoxaborol-5-yl)methylenamino]amino]-N-propyl-thieno[3,2-d]pyrimidin-7-carboxamid